6-chloro-7-(fluoromethoxy)-1H-indole-3-carbaldehyde ClC1=CC=C2C(=CNC2=C1OCF)C=O